NC1=NC(=CC(=N1)N1CCC2(C[C@H](NC2)C(=O)O)CC1)O[C@@H](C(F)(F)F)C1=C(C=C(C=C1)C=1C=NOC1)N1N=C(C=C1)C (S)-8-(2-amino-6-((R)-2,2,2-trifluoro-1-(4-(isoxazol-4-yl)-2-(3-methyl-1H-pyrazol-1-yl)phenyl)ethoxy)pyrimidin-4-yl)-2,8-diazaspiro[4.5]decane-3-carboxylic acid